ClC=1C=C(C=C(C1)Cl)C1=NC(=CC(=C1)CN1CCC(CC1)P(C)(C)=O)OC=1C=NC(=NC1)N1CCN(CC1)C (1-((2-(3,5-dichlorophenyl)-6-((2-(4-methylpiperazin-1-yl)pyrimidin-5-yl)oxy)pyridin-4-yl)methyl)piperidin-4-yl)dimethylphosphine oxide